methyl (4S)-4-(benzylcarbamoyl)-4-[(tert-butoxycarbonyl)amino]butanoate C(C1=CC=CC=C1)NC(=O)[C@H](CCC(=O)OC)NC(=O)OC(C)(C)C